C1(=CC=CC=C1)C1=CC=CC=C1 (R)-[1,1'-Biphenyl]